COC(C(C(=O)OC)C1=CC(=CC=C1)C(F)(F)F)=O [3-(trifluoromethyl)phenyl]malonic acid dimethyl ester